(1S,3S)-3-((6-(5-(((4-((2-cyclopropylethyl)amino)-1,3,5-triazin-2-yl)amino)methyl)-1-methyl-1H-1,2,3-triazol-4-yl)-2-methylpyridin-3-yl)oxy)cyclohexane-1-carboxylic acid C1(CC1)CCNC1=NC(=NC=N1)NCC1=C(N=NN1C)C1=CC=C(C(=N1)C)O[C@@H]1C[C@H](CCC1)C(=O)O